6-(difluoromethoxy)-1H-indole-3-sulfonic acid FC(OC1=CC=C2C(=CNC2=C1)S(=O)(=O)O)F